1-((7-(2-(cyclohexyloxy)acetyl)-10-hydroxy-7-azaspiro[4.5]decan-10-yl)methyl)-N,N-dimethyl-6-oxo-4-phenyl-1,6-dihydropyridine-3-carboxamide C1(CCCCC1)OCC(=O)N1CC2(CCCC2)C(CC1)(O)CN1C=C(C(=CC1=O)C1=CC=CC=C1)C(=O)N(C)C